5-(1-(2,3-dihydrobenzo[b][1,4]dioxin-6-yl)-1H-pyrazol-4-yl)-3-fluoro-2-hydroxybenzaldehyde O1C2=C(OCC1)C=C(C=C2)N2N=CC(=C2)C=2C=C(C(=C(C=O)C2)O)F